(5R)-1,3,9-triazaspiro[4.5]decane-2,4-dione N1C(NC([C@]12CCCNC2)=O)=O